BrC=1C(=C2CCN(C2=CC1F)C(=O)OCC1=CC=CC=C1)F benzyl 5-bromo-4,6-difluoro-indoline-1-carboxylate